(3R,4R)-3-Methyl-4-(1,3,5,7-tetramethyloctyl)-oxetan-2-one C[C@H]1C(O[C@@H]1C(CC(CC(CC(C)C)C)C)C)=O